FC1(CCN(CCC1)C1=NC2=CC(=CC=C2C=C1C(=O)NC1=C(C=CC(=C1)O)F)F)F 2-(4,4-difluoroazepan-1-yl)-7-fluoro-N-(2-fluoro-5-hydroxyphenyl)quinoline-3-carboxamide